5-(cinnolin-6-yl)-N-(1,4-dioxaspiro[4.5]decan-8-yl)-7H-pyrrolo[2,3-d]pyrimidin-2-amine N1=NC=CC2=CC(=CC=C12)C1=CNC=2N=C(N=CC21)NC2CCC1(OCCO1)CC2